acetamido-5-(3-phenoxyprop-1-yn-1-yl)-1,3-thiazole-4-carboxylic acid ethyl ester C(C)OC(=O)C=1N=C(SC1C#CCOC1=CC=CC=C1)NC(C)=O